NC1=CC=C(C(=C1)O)C 5-Amino-ortho-cresol